3-(4-bromophenyl)azetidine-1-carboxylic acid tertbutyl ester C(C)(C)(C)OC(=O)N1CC(C1)C1=CC=C(C=C1)Br